FC(CN1N=CC=2C1=NC(=CN2)NC2C[C@@H]1[C@@H](CN(C1)C1=NC=NC=C1C(F)(F)F)C2)F 1-(2,2-difluoroethyl)-N-((3aR,5s,6aS)-2-(5-(trifluoromethyl)pyrimidin-4-yl)octahydrocyclopenta[c]pyrrol-5-yl)-1H-pyrazolo[3,4-b]pyrazin-6-amine